C(#N)C1=CC(=C(C=C1)C1=CC(=NC(=C1)OCC(F)F)NC(C=1C(N(C=C(C1)CNC[C@H](C)OC)C1CC1)=O)=O)C(=O)N1CC(C1)(F)F N-(4-{4-cyano-2-[(3,3-difluoro-1-azetidinyl)carbonyl]phenyl}-6-(2,2-difluoroethoxy)-2-pyridyl)-1-cyclopropyl-5-{[(S)-2-methoxypropylamino]methyl}-2-oxo-1,2-dihydronicotinamide